N-(4-(5-(difluoromethyl)-1,3,4-oxadiazol-2-yl)benzyl)-N-(4-fluorophenyl)-2,6-diazaspiro[3.3]heptane-2-thioamide FC(C1=NN=C(O1)C1=CC=C(CN(C(=S)N2CC3(C2)CNC3)C3=CC=C(C=C3)F)C=C1)F